BrC1=CC=2C(C=N1)=NN(C2)C2CCC(CC2)(O)CO 4-(5-bromopyrazolo[3,4-c]pyridin-2-yl)-1-(hydroxymethyl)cyclohexanol